C12OCC(C1)(C2)C2=NC(=CC(=N2)NC2=CC(=NC=C2C=2N=NC(=CC2)OC)NC(C)=O)C N-(4-((2-(2-oxabicyclo[2.1.1]hexan-4-yl)-6-methylpyrimidin-4-yl)amino)-5-(6-methoxypyridazin-3-yl)pyridin-2-yl)acetamide